(6-((2-((2-methoxy-5-methyl-4-(4-(4-methylpiperazin-1-yl)piperidin-1-yl)phenyl)amino)-9H-purine-6-yl)amino)quinoxalin-5-yl)dimethylphosphine oxide COC1=C(C=C(C(=C1)N1CCC(CC1)N1CCN(CC1)C)C)NC1=NC(=C2N=CNC2=N1)NC=1C(=C2N=CC=NC2=CC1)P(C)(C)=O